potassium 2,2'-ethylenebis(4,6-di-tert-butylphenyl) phosphate P1(=O)(OC2=C(C=C(C=C2C(C)(C)C)C(C)(C)C)CCC2=C(C(=CC(=C2)C(C)(C)C)C(C)(C)C)O1)[O-].[K+]